1-(3-cyano-7-ethoxy-4-((1-methyl-1H-indol-6-yl)amino)quinolin-6-yl)-3-(1-ethylpiperidin-4-yl)urea C(#N)C=1C=NC2=CC(=C(C=C2C1NC1=CC=C2C=CN(C2=C1)C)NC(=O)NC1CCN(CC1)CC)OCC